FC(C)(F)C1=CC=C(C=C1)C1=CC(=C(C(=C1)F)N1C=2N(C3(C1=O)CC3)C=CN2)F (4'-(1,1-difluoroethyl)-3,5-difluoro-[1,1'-biphenyl]-4-yl)spiro[cyclopropane-1,3'-imidazo[1,2-a]imidazol]-2'(1'H)-one